2,4-dichloro-1-methyl-1H-imidazole ClC=1N(C=C(N1)Cl)C